4-([5-(2,5-dichlorophenyl)-1,3-oxazol-2-yl]methylsulfanyl)-6-methyl-1,3,5-triazin-2-amine ClC1=C(C=C(C=C1)Cl)C1=CN=C(O1)CSC1=NC(=NC(=N1)C)N